Azolidin-2-one-5,5-d2 N1C(CCC1([2H])[2H])=O